C(=O)(OC(C)(C)C)N1CCC(CCC1)=O N-Boc-4-oxoazepane